1-(1-(azetidin-3-yl)-1H-indol-4-yl)dihydropyrimidine-2,4(1H,3H)-dione N1CC(C1)N1C=CC2=C(C=CC=C12)N1C(NC(CC1)=O)=O